NC1=NC2=CC=CC=C2C=C1F 2-amino-3-fluoroquinolin